2,6-dimethyloctan-2-ol CC(C)(CCCC(CC)C)O